BrC1=CN=CC=2[C@H](CCCC12)NC(CC)=O (S)-N-(4-bromo-5,6,7,8-tetrahydroisoquinolin-8-yl)propanamide